7-amino-2-cyclopropyl-4-(4-(difluoromethoxy)-2-methylphenyl)-6-(2-methyl-2H-indazol-5-yl)thieno[3,2-b]pyridin-5(4H)-one NC=1C2=C(N(C(C1C1=CC3=CN(N=C3C=C1)C)=O)C1=C(C=C(C=C1)OC(F)F)C)C=C(S2)C2CC2